F[B-](F)(F)F.C[N+](=C(ON1N=NC2=C(C1=C=O)C=CC=C2)N(C)C)C N,N,N',N'-Tetramethyl-O-(4-carbonyl-3,4-dihydro-1,2,3-benzotriazin-3-yl)uronium tetrafluoroborate